2-((1S,4S)-4,7-dimethyl-5',6'-dihydro-2'H,4'H-spiro[isochromane-1,3'-pyran]-5-yl)-2-(methyl((1S,3S)-3-(4-(5,6,7,8-tetrahydro-1,8-naphthyridin-2-yl)butoxy)cyclopentyl)amino)acetic acid C[C@@H]1CO[C@]2(COCCC2)C2=CC(=CC(=C12)C(C(=O)O)N([C@@H]1C[C@H](CC1)OCCCCC1=NC=2NCCCC2C=C1)C)C